tert-butyl N-[2-[4-[[4-[4-(2,4-dioxohexahydropyrimidin-1-yl)-7-isoquinolyl]-1-piperidyl]methyl]cyclohexoxy]ethyl]carbamate O=C1N(CCC(N1)=O)C1=CN=CC2=CC(=CC=C12)C1CCN(CC1)CC1CCC(CC1)OCCNC(OC(C)(C)C)=O